2-methyl-7-(tetrahydrofuran-3-yl)-7,8-dihydro-6H-pyrrolo[3,4-g]quinazolin-4-yl 2,4,6-triisopropylbenzenesulfonate C(C)(C)C1=C(C(=CC(=C1)C(C)C)C(C)C)S(=O)(=O)OC1=NC(=NC2=CC3=C(C=C12)CN(C3)C3COCC3)C